2-[2-(tert-butoxy)ethyl]-6-{5-chloro-2-[(oxan-4-yl)amino]pyrimidin-4-yl}-2,3-dihydro-1H-isoindol-1-one C(C)(C)(C)OCCN1C(C2=CC(=CC=C2C1)C1=NC(=NC=C1Cl)NC1CCOCC1)=O